4-ethynyl-1,3-dimethyl-1H-pyrazole C(#C)C=1C(=NN(C1)C)C